C1(CC1)S(=O)(=O)NC=1SC=C(N1)CC(=O)NC1=NC=C(C=C1)C1=CC=CC=C1 2-(2-(cyclopropanesulfonylamino)thiazol-4-yl)-N-(5-phenylpyridin-2-yl)acetamide